BrC=1SC(=CN1)C(F)(F)F 2-bromo-5-(trifluoromethyl)thiazole